ON=CCP(O)(=O)CCCCCC (2-(hydroxyimino)ethyl)(n-hexyl)phosphinic acid